FC=1C=C(C=CC1F)NC(=O)NC1=CC(=C(C=C1)OCCCN(C)C)C=1N(N=CC1)C 1-(3,4-Difluoro-phenyl)-3-[4-(3-dimethylamino-propoxy)-3-(2-methyl-2H-pyrazol-3-yl)-phenyl]-urea